Cl.C(C1=CC=CC=C1)NCC1CCC(CC1)OCC1=CC=CC=C1 N-benzyl-1-((1s,4s)-4-(benzyloxy)cyclohexyl)methanamine hydrochloride